1-((2-(2,4-dioxotetrahydropyrimidin-1(2H)-yl)-1,3-dioxoisoindolin-5-yl)methyl)piperidine-4-carboxamide O=C1N(CCC(N1)=O)N1C(C2=CC=C(C=C2C1=O)CN1CCC(CC1)C(=O)N)=O